BrC=1C=NN(C1)[C@@H](CCOCC[C@@H](C)OCC1=CC=C(C=C1)OC)C 4-bromo-1-[(1R)-3-[(3R)-3-[(4-methoxyphenyl)methoxy]butoxy]-1-methyl-propyl]pyrazole